2-(1-(2,5-dimethylphenyl)-2-(phenylselanyl)ethyl)benzo[d]isothiazol-3(2H)-one 1,1-dioxide CC1=C(C=C(C=C1)C)C(C[Se]C1=CC=CC=C1)N1S(C2=C(C1=O)C=CC=C2)(=O)=O